[Bis(dimethylamino)methylene]-1H-1,2,3-triazolo[4,5-b]pyridinium 3-oxid hexafluorophosphate F[P-](F)(F)(F)(F)F.CN(C)C(N(C)C)=[N+]1N=[N+](C2=NC=CC=C21)[O-]